OC1=C2C(C=C(OC2=CC(=C1O)O)C1=CC(=CC=C1)OC1=CC=CC=C1)=O 5,6,7-trihydroxy-2-(3-phenoxyphenyl)-4H-chromen-4-one